(adamantan-1-yl)-3-[(3S)-3-amino-3-methylpyrrolidin-1-yl]-2-(3,5-difluorophenyl)pyridine-4-carboxamide C12(CC3CC(CC(C1)C3)C2)C=2C(=C(C(=NC2)C2=CC(=CC(=C2)F)F)N2C[C@@](CC2)(C)N)C(=O)N